2-((6-methylimidazo[1,2-a]pyridin-2-yl)methyl)-5-(morpholinomethyl)-2,7-naphthyridin-1(2H)-one CC=1C=CC=2N(C1)C=C(N2)CN2C(C1=CN=CC(=C1C=C2)CN2CCOCC2)=O